C(C)OC(CN(C(C(CC(C)C)NC(OCC)=O)=O)CC(CC)C)OCC ethyl (1-((2,2-diethoxy ethyl)(2-methylbutyl)amino)-4-methyl-1-oxopentan-2-yl)carbamate